ClC1=NC=C(C(=C1)C1=C(C=NC(=C1)C)C(=O)NC=1SC2=C(N1)CN(C2)C(=O)C2=NC(=CN=C2C)C)OC 2'-chloro-N-(5-(3,6-dimethylpyrazine-2-carbonyl)-5,6-dihydro-4H-pyrrolo[3,4-d]thiazol-2-yl)-5'-methoxy-6-methyl-[4,4'-bipyridine]-3-carboxamide